1,4,7,10-tetraoxacyclododecan-2-yl-methanol O1C(COCCOCCOCC1)CO